4-(2-((1-Cyclopropyl-1H-pyrazol-4-yl)amino)-5-methylpyrimidin-4-yl)phenol C1(CC1)N1N=CC(=C1)NC1=NC=C(C(=N1)C1=CC=C(C=C1)O)C